ClC1(OC(OC1(F)Cl)(C(C(C(F)(F)F)(F)F)(F)F)C(C(C(F)(F)F)(F)F)(F)F)F 4,5-dichloro-4,5-difluoro-2,2-bis(heptafluoropropyl)-1,3-dioxolane